N-(5-((5-Cyano-4-(3-methyl-1H-indazol-1-yl)pyrimidin-2-yl)amino)-2-((2-(dimethylamino)ethyl)(methyl)amino)-4-methoxyphenyl)acrylamide C(#N)C=1C(=NC(=NC1)NC=1C(=CC(=C(C1)NC(C=C)=O)N(C)CCN(C)C)OC)N1N=C(C2=CC=CC=C12)C